4-bromo-3-(6-chloro-2-methylpyrimidin-4-yl)oxybenzonitrile BrC1=C(C=C(C#N)C=C1)OC1=NC(=NC(=C1)Cl)C